C(C)N(CCOC1CCN(CC1)C1=C(C=NC2=CC=C(C=C12)C(=O)OCC)S(=O)(=O)C1=CC=C(C=C1)CC)CC ethyl 4-(4-(2-(diethylamino)ethoxy)piperidin-1-yl)-3-((4-ethylphenyl)sulfonyl)quinoline-6-carboxylate